4-bromo-3-methyl-1-(oxetan-2-ylmethyl)pyrazole BrC=1C(=NN(C1)CC1OCC1)C